(5S)-N-((1R,2R,4S)-7-cyano-7-azabicyclo[2.2.1]heptan-2-yl)-1-(6-methyl-2-pyridinyl)-4,5,6,7-tetrahydro-1H-indazole-5-carboxamide C(#N)N1[C@H]2[C@@H](C[C@@H]1CC2)NC(=O)[C@@H]2CC=1C=NN(C1CC2)C2=NC(=CC=C2)C